C(C)OC(C(C(C)C)N1N=CC(=C1)B(O)O)=O (1-(1-ethoxy-3-methyl-1-oxobutan-2-yl)-1H-pyrazol-4-yl)boronic acid